BrC1=CC(=C(C=C1)CCOC)CCOC 4-bromo-1,2-bis(2-methoxyethyl)benzene